FC1=C(C=CC(=N1)C(=O)NC)N1C2CN(C(C1)CC2)CC=2C(=C1NC(C(=NC1=CC2)C)=O)F 6-fluoro-5-(5-((5-fluoro-2-methyl-3-oxo-3,4-dihydroquinoxalin-6-yl)methyl)-2,5-diazabicyclo[2.2.2]octan-2-yl)-N-methylpicolinamide